C(=O)(O)CCC=1C=CNC1 4-carboxyethylpyrrole